1-pyrimidin-2-yl-N-[[5-(trifluoromethyl)-2-pyridyl]methyl]ethanamine N1=C(N=CC=C1)C(C)NCC1=NC=C(C=C1)C(F)(F)F